N-(2-(4-((3,5-difluoro-4-(trifluoromethoxy)benzyl)amino)butoxy)ethyl)-7-methyl-6-(pyridin-4-yl)-1H-indazol-4-amine FC=1C=C(CNCCCCOCCNC=2C=3C=NNC3C(=C(C2)C2=CC=NC=C2)C)C=C(C1OC(F)(F)F)F